OCCN1CCNCC1 N'-(2-hydroxyethyl)piperazine